2-amino-1-(3,4-difluorophenyl)ethanone NCC(=O)C1=CC(=C(C=C1)F)F